CN1C=CC=2C1=NC=CC2C2=NC=C(C1=C2CNC1=O)NC1=NC=C(C=C1)[C@@H]1COCC1 (R)-4-(1-methyl-1H-pyrrolo[2,3-b]pyridin-4-yl)-7-((5-(tetrahydrofuran-3-yl)pyridin-2-yl)amino)-2,3-dihydro-1H-pyrrolo[3,4-c]pyridin-1-one